FC=1C(=C(C=CC1)C1CCN(CC1)C(=O)C1=NNC=2CN(CCC21)C(=O)NC)C(F)(F)F 3-(4-(3-fluoro-2-(trifluoromethyl)-phenyl)piperidine-1-carbonyl)-N-methyl-1,4,5,7-tetrahydro-6H-pyrazolo[3,4-c]pyridine-6-carboxamide